C[C@@H](CNC(OC(C)(C)C)=O)CNC1=NC=C(C=N1)SC |r| Racemic-tert-butyl (2-methyl-3-((5-(methylthio)pyrimidin-2-yl)amino)propyl)carbamate